1,3-dibromo-5-(2,2-difluoroethoxy)benzene BrC1=CC(=CC(=C1)OCC(F)F)Br